(3-ethoxyoxetan-3-yl)[3-{4-(trifluoromethyl)pyrimidin-2-yl}pyrrolidin-1-yl]methanone C(C)OC1(COC1)C(=O)N1CC(CC1)C1=NC=CC(=N1)C(F)(F)F